3-(Benzyloxy)-6-iodoquinazoline-2,4(1H,3H)-dione C(C1=CC=CC=C1)ON1C(NC2=CC=C(C=C2C1=O)I)=O